C(C=C)(=O)OC12CCCCCC(CCC1)CCC2 bicyclo[5.3.3]tridecanyl acrylate